FC1=CC=C(C=C1)N1N=C(C=C1C1=CC(=CC=C1)CO[C@@H](C(F)(F)F)C)NC(=O)[C@@H]1CNC(C1)=O (S)-5-Oxopyrrolidine-3-carboxylic acid {1-(4-fluorophenyl)-5-[3-((R)-2,2,2-trifluoro-1-methylethoxymethyl)phenyl]-1H-pyrazol-3-yl}amide